OC(CCCC=CCC=CCCCCCCCC(=O)N[C@@H](CCC(N)=O)C(=O)O)C N-(17-hydroxy-9,12-octadecadienoyl)-glutamine